O(C1=CC=CC=C1)C=1C=C(C=CC1)CN(C=O)C1=C(C=CC=C1)C#CC=1C=CC=NC1 5-[2-(2-{N-[(3-Phenoxyphenyl)methyl]formamido}phenyl)ethynyl]pyridin